N-(3-Fluoro-4-methoxyphenyl)-1-methyl-3-(1-methyl-1H-indol-2-yl)-1H-indazole-5-carboxamide FC=1C=C(C=CC1OC)NC(=O)C=1C=C2C(=NN(C2=CC1)C)C=1N(C2=CC=CC=C2C1)C